C(C=C)(=O)N1C(CN(CC1)C1=NC(=NC=2CC(CCC12)N1CCCC2=CC=C(C=C12)OC)OCCN(C)C)CC#N 2-(1-acryloyl-4-(2-(2-(dimethylamino)ethoxy)-7-(7-methoxy-3,4-dihydroquinolin-1(2H)-yl)-5,6,7,8-tetrahydroquinazolin-4-yl)piperazin-2-yl)acetonitrile